C(C1=CC=CC=C1)NC(C1=CC=C(C=C1)C=1C2=C(NN1)CN(C2)C#N)=O N-benzyl-4-(5-cyano-1,4,5,6-tetrahydropyrrolo[3,4-c]pyrazol-3-yl)benzamide